C[C@H]1N(C[C@@H](N(C1)C(=O)OC(C)(C)C)C1=CC=CC=C1)C(=O)C1(CC1)C(F)(F)F tert-butyl (2S,5R)-5-methyl-2-phenyl-4-[1-(trifluoromethyl)cyclopropanecarbonyl]piperazine-1-carboxylate